OCC(C(=O)NC1=CC=C(C=C1)S(NC(CN1CCOCC1)(C)C)(=O)=O)NC(C1=CC=CC=C1)=O N-(3-hydroxy-1-((4-(N-(2-methyl-1-morpholinopropan-2-yl)sulfamoyl)phenyl)amino)-1-oxopropan-2-yl)benzamide